ClC(=C)C(F)(F)F 2-Chloro-3,3,3-trifluoro-1-propen